ClC1=C(C=CC=C1NC(=S)OC1=CC=C(C=C1)Cl)B(O)O [2-chloro-3-[(4-chlorophenoxy)carbothioylamino]phenyl]boronic acid